Ethylimino-[2-[3-ethylsulfonyl-6-(1,2,4-triazol-1-yl)-2-pyridinyl]-1-methyl-benzimidazol-5-yl]-oxo-(trifluoromethyl)-λ6-sulfane C(C)N=S(C(F)(F)F)(=O)C1=CC2=C(N(C(=N2)C2=NC(=CC=C2S(=O)(=O)CC)N2N=CN=C2)C)C=C1